FC1=CNC2=CC(=CC(=C12)N1C(C2=CC(=CC(=C2C1)C(F)(F)F)CN1C[C@H](CCC1)C)=O)C1(CC(C1)C)C1=NN=CN1C (S)-2-(3-fluoro-6-(3-methyl-1-(4-methyl-4H-1,2,4-triazol-3-yl)cyclobutyl)-1H-indol-4-yl)-6-((3-methylpiperidin-1-yl)methyl)-4-(trifluoromethyl)isoindol-1-one